CC1=CC2=C(N=C(N=C2)NC=2C=NN(C2)C2CC3(CN(C3)C)C2)C(=N1)N1CC2(C1)CN(C2)S(=O)(=O)C 6-methyl-N-(1-(2-methyl-2-azaspiro[3.3]heptan-6-yl)-1H-pyrazol-4-yl)-8-(6-(methylsulfonyl)-2,6-diazaspiro[3.3]heptan-2-yl)pyrido[3,4-d]pyrimidin-2-amine